(2S,3R)-1-(1H-1,2,4-triazol-1-yl)-2-(2,4-difluorophenyl)-3-(5-fluoropyrimidin-4-yl)butan-2-ol N1(N=CN=C1)C[C@@]([C@H](C)C1=NC=NC=C1F)(O)C1=C(C=C(C=C1)F)F